2-Bromo-5-chloro-6-(1-(1-ethoxyethyl)-1H-pyrazol-4-yl)-[1,2,4]triazolo[1,5-a]pyridine BrC1=NN2C(C=CC(=C2Cl)C=2C=NN(C2)C(C)OCC)=N1